5-(2,2-difluoroethoxy)-2'-(3-fluoroazetidin-1-yl)-6'-((pyridazin-3-ylmethyl)thio)-[2,4'-bipyridine]-3',5'-dicarbonitrile FC(COC=1C=CC(=NC1)C1=C(C(=NC(=C1C#N)SCC=1N=NC=CC1)N1CC(C1)F)C#N)F